(S)-1-(4-fluorophenyl)-3,4-dihydroisoquinoline FC1=CC=C(C=C1)C1=NCCC2=CC=CC=C12